IC=1C=C(C=CC1)B1OC(C(O1)(C)C)(C)C 2-(3-iodophenyl)-4,4,5,5-tetramethyl-1,3,2-dioxaborolan